(1S,4s)-4-(8-(4-cyano-2,6-difluorophenylamino)-2-((R)-3,3-difluorocyclopentylamino)-9H-purin-9-yl)cyclohexanecarboxamide C(#N)C1=CC(=C(C(=C1)F)NC=1N(C2=NC(=NC=C2N1)N[C@@H]1CC(CC1)(F)F)C1CCC(CC1)C(=O)N)F